tert-butyl (S)-4-(7-(3-chlorophenyl)-5-(N-cyclopropylformamido)-7H-pyrrolo[2,3-d]pyrimidin-4-yl)-3-methylpiperazine-1-carboxylate ClC=1C=C(C=CC1)N1C=C(C2=C1N=CN=C2N2[C@H](CN(CC2)C(=O)OC(C)(C)C)C)N(C=O)C2CC2